2-phenyl-1,4,7-trimethyl-1,4,7-triazacyclononane C1(=CC=CC=C1)C1N(CCN(CCN(C1)C)C)C